3,6-dimethyl-3,6-di(t-butyl-peroxy)octyne ethyl-3-({2-methoxy-5-[3-(methylcarbamoyl)-1H-indazol-6-yl]pyridin-3-yl}-formamido)-2,2-dimethyl-propanoate C(C)OC(C(CNC(=O)C=1C(=NC=C(C1)C1=CC=C2C(=NNC2=C1)C(NC)=O)OC)(C)C)=O.CC(C#C)(CCC(CC)(OOC(C)(C)C)C)OOC(C)(C)C